COC1=CC=C(C=C1)C1CC(CN(C1)CC1=CC=C(C=C1)C(F)(F)F)CC(=O)OC methyl 2-((syn)-5-(4-methoxyphenyl)-1-(4-(trifluoromethyl)benzyl)piperidin-3-yl)acetate